[8-[6-[2-(dimethylamino)ethoxy]-3-pyridinyl]-2-methylsulfanyl-7-oxo-pyrido[2,3-d]pyrimidin-6-yl]-8-methyl-2,3-dihydroquinoxaline-1-carboxylic acid benzyl ester C(C1=CC=CC=C1)OC(=O)N1C(CNC2=CC=CC(=C12)C)C1=CC2=C(N=C(N=C2)SC)N(C1=O)C=1C=NC(=CC1)OCCN(C)C